COC1=NC=CC(=C1N1CCC(CC1)N1C(N(C=2C([C@H]1C)=NNC2)CC2=C(C=CC=C2)C(F)(F)F)=O)C (R)-6-(2'-methoxy-4'-methyl-3,4,5,6-tetrahydro-2H-[1,3']bipyridinyl-4-yl)-7-methyl-4-(2-trifluoromethyl-benzyl)-2,4,6,7-tetrahydro-pyrazolo[4,3-d]pyrimidin-5-one